3-(1-(difluoromethyl)-1H-pyrazol-4-yl)-N-((7-methyl-3H-imidazo[4,5-b]pyridin-2-yl)methyl)-6-(4-methylpiperazin-1-yl)imidazo[1,2-b]pyridazin-8-amine FC(N1N=CC(=C1)C1=CN=C2N1N=C(C=C2NCC2=NC=1C(=NC=CC1C)N2)N2CCN(CC2)C)F